CC=1[C@H](C[C@H](CC1)C(=C)C)O (1S,5S)-2-methyl-5-(prop-1-en-2-yl)cyclohex-2-en-1-ol